BrC1=CC(=CC=C1)[N+](=O)[O-] 1-bromo-3-nitro-benzene